(2S)-2-(9-tert-butoxycarbonyl-1-oxo-2,9-diazaspiro[5.5]undec-2-yl)-3-methyl-butanoic acid C(C)(C)(C)OC(=O)N1CCC2(CCCN(C2=O)[C@H](C(=O)O)C(C)C)CC1